4,4-dimethyl-1-nitrosopyrrolidine-2-carboxylic acid CC1(CC(N(C1)N=O)C(=O)O)C